2-methyl-4-sec-butylpyrrole CC=1NC=C(C1)C(C)CC